C(C(C)C)(=O)OC[C@H](C1=CC=CC=C1)NC1=NC(=NC=C1C=1OC=NN1)NC=1C=C2C(OC(C2=CC1)=O)(COC)COC (S)-2-(2-(3,3-bis(methoxymethyl)-1-oxo-1,3-dihydroisobenzofuran-5-ylamino)-5-(1,3,4-oxadiazol-2-yl) pyrimidin-4-ylamino)-2-phenylethyl isobutyrate